(R)-N-((S)-1-(4-(1H-tetrazol-5-yl)phenyl)ethyl)-3-methyl-2-((4-(trifluoromethyl)benzyl)oxy)butanamide N1N=NN=C1C1=CC=C(C=C1)[C@H](C)NC([C@@H](C(C)C)OCC1=CC=C(C=C1)C(F)(F)F)=O